2-((5-(2-((3S,5S)-6-(ethyl-(methyl)amino)-5-hydroxy-2-methylhex-3-yl)-2,6-diazaspiro[3.4]oct-6-yl)-1,2,4-triazin-6-yl)oxy)-5-fluoro-N,N-diisopropylbenzamide fumarate C(\C=C\C(=O)O)(=O)O.C(C)N(C[C@H](C[C@@H](C(C)C)N1CC2(C1)CN(CC2)C=2N=CN=NC2OC2=C(C(=O)N(C(C)C)C(C)C)C=C(C=C2)F)O)C